[5-(5-fluoro-2-methoxypyridin-4-yl)-1H-pyrazole-3-carbonyl]piperidine-4-carboxylic acid ethyl ester C(C)OC(=O)C1CCN(CC1)C(=O)C1=NNC(=C1)C1=CC(=NC=C1F)OC